FC(C=1C=C(C=CC1F)N1C=C(C=2[C@@H](C(CCC12)(F)F)O)S(=O)(=O)C1(CC1)C#N)F (S)-1-((1-(3-(difluoromethyl)-4-fluorophenyl)-5,5-difluoro-4-hydroxyl-4,5,6,7-tetrahydro-1H-indol-3-yl)sulfonyl)cyclopropane-1-carbonitrile